The molecule is a monoterpenoid indole alkaloid with formula C22H22N2O3, isolated from the seeds of Strychnos nux-vomica. It has a role as a plant metabolite. It is a monoterpenoid indole alkaloid, an olefinic compound, a primary alcohol, a tertiary amino compound, an organic heteropentacyclic compound and a cyclic ketone. CN1CC[C@@]23C(=O)C[C@@H](/C(=C\\CO)/C1)C4=C2N(C(=O)C=C4)C5=CC=CC=C35